2-(mercaptomethyl)benzimidazole SCC=1NC2=C(N1)C=CC=C2